4-cyclopropyl-1H-indole-2-carboxylic acid C1(CC1)C1=C2C=C(NC2=CC=C1)C(=O)O